C(C)N1N=NN=C1N1CCC(CC1)NC(C1=CC=C(C=C1)C1=NC=CC2=C1C=CO2)=O N-[1-(1-ethyl-1H-tetrazol-5-yl)piperidin-4-yl]-4-(furo[3,2-c]pyridin-4-yl)benzamide